monoglyceryl monododecanoate C(CCCCCCCCCCC)(=O)OCC(O)CO